[Si](C)(C)(C(C)(C)C)O[C@H]1C[C@H](N(C1)C1=NC(=CC(=C1)C(F)(F)F)C)C(=O)NC1=CC(=C(C=C1)F)Cl (2S,4S)-4-((tert-butyldimethylsilyl)oxy)-N-(3-chloro-4-fluorophenyl)-1-(6-methyl-4-(trifluoromethyl)pyridin-2-yl)pyrrolidine-2-carboxamide